(S)-6-(5-bromopyrimidin-2-yl)-3-(2-(methoxymethoxy)phenyl)-5-methyl-6,7,8,9-tetrahydro-5H-pyrido[3',4':4,5]pyrrolo[2,3-c]pyridazine BrC=1C=NC(=NC1)N1[C@H](C2=C(NC=3N=NC(=CC32)C3=C(C=CC=C3)OCOC)CC1)C